methyl-2-(4-bromostyryl)-3-morpholinobenzoate COC(C1=C(C(=CC=C1)N1CCOCC1)C=CC1=CC=C(C=C1)Br)=O